N[C@@H]1C2=C(C=NC=C2)CC12CCN(CC2)C2=CN=C1C(N(C(NC1=N2)=O)C2=C(C1=C(N=CS1)C=C2)Cl)=O (S)-7-(5-amino-5,7-dihydrospiro[cyclopenta[c]pyridine-6,4'-piperidine]-1'-yl)-3-(7-chlorobenzo[d]thiazol-6-yl)pteridine-2,4(1H,3H)-dione